2-(p-tolyl)-2H-indazole C1(=CC=C(C=C1)N1N=C2C=CC=CC2=C1)C